methoxytriisobutylsilane CO[Si](CC(C)C)(CC(C)C)CC(C)C